C(C)(C)(C)C1=CC(=NN1C1=CC=C(C=C1)OC(F)(F)F)N1CCNCC1 1-[5-tert-butyl-1-[4-(trifluoromethoxy)phenyl]pyrazol-3-yl]piperazine